Isoquinolin-8-yl-formaldehyde C1=NC=CC2=CC=CC(=C12)C=O